FC(C1(CCCCC1)C(=O)O)(F)F 1-(trifluoromethyl)cyclohexanecarboxylic acid